C(CC)OCCO ethylene glycol mono-n-propyl ether